ClC=1C(=C(C=CC1F)N(C(=O)[C@H]1N(C(N(C1)CCN1C[C@H](CC1)F)=O)C1=NC(=CC(=C1)C(F)(F)F)C)C)F (S)-N-(3-Chloro-2,4-difluorophenyl)-1-(2-((S)-3-fluoropyrrolidin-1-yl)ethyl)-N-methyl-3-(6-methyl-4-(trifluoromethyl)pyridin-2-yl)-2-oxoimidazolidin-4-carboxamid